ClC1=NC(=CC(=C1)C1COC1)C(C)(F)F 2-chloro-6-(1,1-difluoroethyl)-4-(oxetan-3-yl)pyridine